C(C)(C)(C)OC(=O)N1CCC(CC1)N(C)CC(=O)OCC1=CC=CC=C1 4-((2-(benzyloxy)-2-oxoethyl)(methyl)amino)piperidine-1-carboxylic acid tert-butyl ester